C(#N)C(NC(=O)[C@@H]1[C@H]2C([C@H]2CN1C(CN1CCCCC1)=O)(C)C)C1=CN=CC2=CC=CC=C12 (1R,2S,5S)-N-[cyano(4-isoquinolyl)methyl]-6,6-dimethyl-3-[2-(1-piperidyl)acetyl]-3-azabicyclo[3.1.0]hexane-2-carboxamide